C(C)C(C(=O)[O-])CCCC.[Co+2].C(C)C(C(=O)[O-])CCCC cobalt(II) (2-ethylhexanoate)